C(C)(C)N[SiH](NC(C)C)NC(C)C tri(isopropylamino)silane